5-(1-phenyl-1H-pyrazol-4-yl)-N-(piperidin-4-yl)-N-(propan-2-yl)-1H-imidazole-2-carboxamide C1(=CC=CC=C1)N1N=CC(=C1)C1=CN=C(N1)C(=O)N(C(C)C)C1CCNCC1